O1CCN(CC1)C1=C(C=C(C=C1)[N+](=O)[O-])N1N=NN=C1 1-(2-morpholino-5-nitrophenyl)-1H-tetrazol